FC1(CC1)C(=O)N[C@H](C(=O)N1C(CC(C1)O)C(=O)N)C(C)(C)C ((S)-2-(1-fluorocyclopropane-1-carboxamido)-3,3-dimethylbutanoyl)-4-hydroxypyrrolidine-2-carboxamide